Tert-butyl (4R)-4-{[5-amino-6-(dibenzylamino) pyrimidin-4-yl] amino}-3,3-difluoropiperidine-1-carboxylate NC=1C(=NC=NC1N(CC1=CC=CC=C1)CC1=CC=CC=C1)N[C@H]1C(CN(CC1)C(=O)OC(C)(C)C)(F)F